BrC=1C=C(C(=NC1)COC1=CC=CC(=N1)C1=CC(=C(C=C1F)CC=1N(C2=C(N1)C=CC(=C2)C(=O)OC(C)(C)C)CCOC)F)F Tert-butyl 2-[[4-[6-[(5-bromo-3-fluoro-2-pyridyl)methoxy]-2-pyridyl]-2,5-difluoro-phenyl]methyl]-3-(2-methoxyethyl)benzimidazole-5-carboxylate